Triisopropoxyyttrium C(C)(C)O[Y](OC(C)C)OC(C)C